3-(4-bromo-2-methyl-pyrazol-3-yl)oxypropan-1-ol BrC1=C(N(N=C1)C)OCCCO